C(#N)C1=CC(=NC=N1)N1N=CN=C1[C@H](C)NC(OC(C)(C)C)=O tert-butyl N-[(1S)-1-[2-(6-cyanopyrimidin-4-yl)-1,2,4-triazol-3-yl] ethyl]carbamate